2-(4-fluorophenyl)-N-{4-[7-(2-methoxyethyl)-3-(pyridin-2-yl)-1-{[2-(trimethylsilyl)ethoxy]methyl}-1H-pyrrolo[3,2-b]pyridin-2-yl]pyridin-2-yl}acetamide FC1=CC=C(C=C1)CC(=O)NC1=NC=CC(=C1)C1=C(C2=NC=CC(=C2N1COCC[Si](C)(C)C)CCOC)C1=NC=CC=C1